Racemic-2-(4-acryloyl-3,3-di-methylpiperazin-1-yl)-N-(3,4-dihydro-1H-isochromen-4-yl)-5H-pyrrolo[2,3-b]pyrazine-7-carboxamide C(C=C)(=O)N1C(CN(CC1)C=1N=C2C(=NC1)NC=C2C(=O)N[C@H]2COCC1=CC=CC=C21)(C)C |r|